2-amino-6-(4-fluorophenyl)-5-(4-methyl-quinazolin-6-yl)nicotinamide NC1=C(C(=O)N)C=C(C(=N1)C1=CC=C(C=C1)F)C=1C=C2C(=NC=NC2=CC1)C